3-Hydroxy-3-thiophenylethynyl-isoindoline OC1(NCC2=CC=CC=C12)C#CC=1SC=CC1